1-(1H-Benzo[d]imidazol-5-yl)-5-(4-(cyclohexyloxy)phenyl)imidazolidin-2-on N1C=NC2=C1C=CC(=C2)N2C(NCC2C2=CC=C(C=C2)OC2CCCCC2)=O